tert-butyl (2-fluoro-3-((7-hydroxy-4-methyl-2-oxo-2H-pyrido[2,3-e][1,3]oxazin-3(4H)-yl)methyl)phenyl)carbamate FC1=C(C=CC=C1CN1C(OC2=C(C1C)N=CC(=C2)O)=O)NC(OC(C)(C)C)=O